(R)-N-(2-methoxy-4-(4-(1-methylpiperidin-4-yl)piperazin-1-yl)phenyl)-6-(3-phenylisoxazolidine-2-yl)pyrimidin-4-amine COC1=C(C=CC(=C1)N1CCN(CC1)C1CCN(CC1)C)NC1=NC=NC(=C1)N1OCC[C@@H]1C1=CC=CC=C1